5-(2-(2-ethoxyethoxy)ethyl)bicyclo[2.2.1]hept-2-ene tin 2-hydroxypropane-1-sulfonate OC(CS(=O)(=O)[O-])C.[Sn+4].C(C)OCCOCCC1C2C=CC(C1)C2.OC(CS(=O)(=O)[O-])C.OC(CS(=O)(=O)[O-])C.OC(CS(=O)(=O)[O-])C